(R)-N-(2-(1-(4-(6-ethoxypyrazin-2-yl)benzoyl)pyrrolidin-2-yl)pyridin-4-yl)cyclopropanesulfonamide C(C)OC1=CN=CC(=N1)C1=CC=C(C(=O)N2[C@H](CCC2)C2=NC=CC(=C2)NS(=O)(=O)C2CC2)C=C1